O=C1N2[C@H](OC13CCN(CC3)C3=CC(=NC=N3)C(=O)OCC)CC[C@H]2C2=CC=CC=C2 ethyl 6-[(5'S,7a'R)-3'-oxo-5'-phenyltetrahydro-1H,3'H-spiro[piperidine-4,2'-pyrrolo[2,1-b][1,3]oxazol]-1-yl]pyrimidine-4-carboxylate